C(C)(=O)OC[C@H]1O[C@@H]([C@@H]([C@H]([C@H]1OC(C)=O)N1N=NC(=C1)C1=CC(=C(C(=C1)F)F)F)OC)Br ((2R,3R,4S,5R,6R)-3-Acetoxy-6-bromo-5-methoxy-4-(4-(3,4,5-trifluorophenyl)-1H-1,2,3-triazol-1-yl)tetrahydro-2H-pyran-2-yl)methyl acetate